ClC=1C=C2C=C(NC2=CC1OCC1=CC(=NO1)C)CNC(=O)[C@@H]1NCCC1 (R)-N-((5-chloro-6-((3-methylisoxazol-5-yl)methoxy)-1H-indol-2-yl)methyl)pyrrolidine-2-carboxamide